tert-butyl 4-(3-chloro-7-tosyl-7H-pyrrolo[2,3-c]pyridazin-5-yl)-5,6-dihydropyridine-1(2H)-carboxylate ClC1=CC2=C(N=N1)N(C=C2C2=CCN(CC2)C(=O)OC(C)(C)C)S(=O)(=O)C2=CC=C(C)C=C2